perfluoromethanesulfinic acid FC(S(=O)O)(F)F